IC1=C(C=CC=C1)C(C1=CC=C(C(=O)N)C=C1)OC1=CC=C2C(CCOC2=C1C)=O 4-((2-iodophenyl)((8-methyl-4-oxochroman-7-yl)oxy)methyl)benzamide